C(CCCCC(C)C)SCC(=O)[O-].C(CCCCC(C)C)SCC(=O)[O-].C(CCC)[Sn+2]CCCC dibutyltin bis(isooctyl mercaptoacetate)